C(CC)NC1=NC(=NC(=N1)NCCC)N(OC(C)C)CC N-(4,6-Bis-propylamino-[1,3,5]triazin-2-yl)-N-ethyl-O-isopropyl-hydroxylamine